N-(3-(1-(2,6-Dioxopiperidin-3-yl)-3-methoxy-1H-indazol-6-yl)prop-2-yn-1-yl)-5-(8-(7-isopropyl-1,3-dimethyl-2-oxo-2,3-dihydro-1H-benzo[d]imidazol-5-yl)isoquinolin-3-yl)picolinamide O=C1NC(CCC1N1N=C(C2=CC=C(C=C12)C#CCNC(C1=NC=C(C=C1)C=1N=CC2=C(C=CC=C2C1)C1=CC2=C(N(C(N2C)=O)C)C(=C1)C(C)C)=O)OC)=O